4-isopropylthiazol C(C)(C)C=1N=CSC1